[Ca+2].C(C1=CC=C(C(=O)[O-])C=C1)(=O)[O-] terephthalate calcium